C(#N)C(C(=O)NC(=O)OCC)=NNC1=CC(=C(C(=C1)Cl)OC1=CC(=C(C=C1)O)C(C)(C)F)Cl (2-cyano-2-(2-(3,5-dichloro-4-(3-(2-fluoropropan-2-yl)-4-hydroxyphenoxy)phenyl)hydrazono)acetyl)urethane